12-hydroxyoleic acid OC(C\C=C/CCCCCCCC(=O)O)CCCCCC